(1S)-1-[3-(4,4-dimethyl-1-piperidyl)-1,2,4-oxadiazol-5-yl]ethanamine hydrochloride Cl.CC1(CCN(CC1)C1=NOC(=N1)[C@H](C)N)C